C1(CC1)C=1C(=CC(=C(C1)NC1=NC=NC2=CC(=C(C=C12)NC(C=C)=O)OC)C(C)(C)O)F N-(4-((5-cyclopropyl-4-fluoro-2-(2-hydroxypropan-2-yl)phenyl)amino)-7-methoxyquinazolin-6-yl)acrylamide